(2S,4R)-1-[(2S)-2-[[2-[2-[2-(2-aminoethoxy)ethoxy]ethoxy]acetyl]amino]-3,3-dimethyl-butanoyl]-4-hydroxy-N-[(1S)-1-[4-(4-methylthiazol-5-yl)phenyl]ethyl]pyrrolidine-2-carboxamide NCCOCCOCCOCC(=O)N[C@H](C(=O)N1[C@@H](C[C@H](C1)O)C(=O)N[C@@H](C)C1=CC=C(C=C1)C1=C(N=CS1)C)C(C)(C)C